(3aS,6aS)-2-(tetrahydro-2H-pyran-4-yl)octahydropyrrolo[3,4-c]pyrrole O1CCC(CC1)N1C[C@@H]2CNC[C@H]2C1